C1(CCC1)C=1C(=NN(C1C1CC(C1)(C)C)C)NC(=O)[C@@H]1C(C1)(F)F (R)-N-(4-cyclobutyl-5-(3,3-dimethylcyclobutyl)-1-methyl-1H-pyrazol-3-yl)-2,2-difluorocyclopropane-1-carboxamide